5-{3-[4-(trifluoromethyl)pyrazol-1-yl]propyl}-1H-indol-3-amine TFA salt tert-Butyl-N-(5-{3-[4-(trifluoromethyl)pyrazol-1-yl]propyl}-1H-indol-3-yl)carbamate C(C)(C)(C)OC(NC1=CNC2=CC=C(C=C12)CCCN1N=CC(=C1)C(F)(F)F)=O.OC(=O)C(F)(F)F.FC(C=1C=NN(C1)CCCC=1C=C2C(=CNC2=CC1)N)(F)F